C(CCCCCCCCCCC)N(C1=CC=C(C=C1)/C=C/C(=O)C1=C(C=C(C=C1)OCCCCCCCC)O)CCCCCCCCCCCC (E)-3-[4-(Didodecylamino)phenyl]-1-(2-hydroxy-4-octoxyphenyl)prop-2-en-1-one